N,N'-bis(diphenylphosphino)piperazine C1(=CC=CC=C1)P(N1CCN(CC1)P(C1=CC=CC=C1)C1=CC=CC=C1)C1=CC=CC=C1